CCCCCCCCCCCC(=O)O[C@H](CC(=O)[O-])C[N+](C)(C)C The molecule is an O-acyl-L-carnitine in which the acyl group is specified as lauroyl (dodecanoyl). It is an O-dodecanoylcarnitine, a dodecanoate ester and a saturated fatty acyl-L-carnitine.